3-(3-(tert-butylsulfanyl)-1-(4-chlorobenzyl)-5-methoxy-1H-indol-2-yl)-2,2-dimethylpropionitrile C(C)(C)(C)SC1=C(N(C2=CC=C(C=C12)OC)CC1=CC=C(C=C1)Cl)CC(C#N)(C)C